ClC1=C(OCC(=O)[O-])C=C(C(=C1)Cl)Cl.C(C(=C)C)(=O)OCC[NH+](C)C [2-(methacryloyloxy)ethyl]dimethyl-ammonium (2,4,5-trichlorophenoxy)acetoate